CC1=CC[C@@H](CC1)C(C)(C)S (R)-2-(4-methylcyclohex-3-enyl)propane-2-thiol